CCCCC(CCC)=O 5-octanone